C(C)(C)(C)OC(=O)N1C[C@H](CC1)NC1=NC=C(C=C1N)OC (S)-3-((3-amino-5-methoxypyridin-2-yl)amino)pyrrolidine-1-carboxylic acid tert-butyl ester